7-methyl-3'-O-methylguanosine C[N+]1=CN([C@H]2[C@H](O)[C@H](OC)[C@@H](CO)O2)C=2N=C(NC(C12)=O)N